methyl (S)-1-((6-methyl-2-(((R)-6-oxohexan-2-yl)oxy)pyridin-3-yl)sulfonyl)piperidine-2-carboxylate CC1=CC=C(C(=N1)O[C@H](C)CCCC=O)S(=O)(=O)N1[C@@H](CCCC1)C(=O)OC